2-methoxy-4-(5,7-dihydroxy-6,8-dimethoxy-4-oxo-4H-chromen-2-yl)phenolate COC1=C(C=CC(=C1)C=1OC2=C(C(=C(C(=C2C(C1)=O)O)OC)O)OC)[O-]